NC1=C2N=CN(C2=NC(=N1)Cl)[C@@H]1O[C@]([C@H]([C@H]1O)OCC1=CC=CC=C1)(C#C[Si](CC)(CC)CC)COCC1=CC=CC=C1 (2R,3R,4S,5R)-2-(6-amino-2-chloro-purin-9-yl)-4-benzyloxy-5-(benzyloxymethyl)-5-(2-triethylsilylethynyl)tetrahydrofuran-3-ol